NCCCCCCC(=O)NC(C(=O)N1C(C[C@@H](C1)O)C(=O)NCC1=CC=C(C=C1)C1=C(N=CS1)C)C(C)(C)C (4S)-1-(2-(7-aminoheptanamido)-3,3-dimethylbutyryl)-4-hydroxy-N-(4-(4-methylthiazol-5-yl)benzyl)pyrrolidine-2-carboxamide